[SiH3]C1CC(CC(C1)[SiH3])[SiH3] 1,3,5-trisilyl-cyclohexane